ClC1=C(CC2=C(C(=C(C=C2)O)C(=C)C2=CC=C(C=C2)F)F)C(=CC(=C1)N(CC1=CC=CC=C1)CC1=CC=CC=C1)Cl 4-(2,6-dichloro-4-(dibenzylamino)benzyl)-3-fluoro-2-(1-(4-fluorophenyl)vinyl)phenol